4-sec-butylaniline C(C)(CC)C1=CC=C(N)C=C1